2-fluoro-5-((6-fluoro-4-((trifluoromethyl)thio)-1H-indol-5-yl)oxy)benzonitrile FC1=C(C#N)C=C(C=C1)OC=1C(=C2C=CNC2=CC1F)SC(F)(F)F